NC(C(CCC(=O)OC(C)(C)C)N1C(C2=CC=C(C=C2C1)C1NCCSC1)=O)=O tert-butyl 5-amino-5-oxo-4-(1-oxo-5-(thiomorpholin-3-yl)isoindolin-2-yl)pentanoate